(3-benzoylacryloyl)-N-(4-(1-isopropyl-1H-pyrazol-4-yl)5-methylpyrimidin-2-yl)-1,2,3,4-tetrahydroisoquinolin-7-amine C(C1=CC=CC=C1)(=O)C=CC(=O)C1NCCC2=CC=C(C=C12)NC1=NC=C(C(=N1)C=1C=NN(C1)C(C)C)C